C1(CC1)S(=O)(=O)C1=CC(=C(C(=O)NC2=CC=C3C(=N2)N(N=C3F)C3CC(C3)(F)F)C=C1)N1CCC3(CC3)CC1 4-(cyclopropylsulfonyl)-N-(1-(3,3-difluorocyclobutyl)-3-fluoro-1H-pyrazolo[3,4-b]pyridin-6-yl)-2-(6-azaspiro[2.5]oct-6-yl)benzamide